ClC=1C=CC(=C(C1)NC(C(=O)NC1(N(C2=CC=CC=C2C1NC(CCC1=CC=C(C=C1)NC(=O)N1CCC(CC1)C(N(C)C)=O)=O)C(=O)[O-])C(=O)[O-])=O)N1N=NN=C1 2-(((5-chloro-2-(1H-tetrazol-1-yl) phenyl) amino)-2-oxoacetamido)-3-(4-(4-(dimethylcarbamoyl) piperidine-1-carboxamido) phenylpropionamido)-1H-indole-1,2-dicarboxylate